C(C)(C)(C)OC(=O)N1CCN(CC1)C=1C(=NC(=CC1)N)CC 4-(6-amino-2-ethylpyridin-3-yl)piperazine-1-carboxylic acid tert-butyl ester